COC(=O)C=1C(=NNC1C)C1=CC=C(C=C1)Br 3-(4-bromophenyl)-5-methyl-1H-pyrazole-4-carboxylic acid methyl ester